2-(S)-hydroxypropionic acid O[C@H](C(=O)O)C